C(C)(C)(C)OC(N(CCC1=CC=CC=C1)CCCN)=O tert-Butyl(3-aminopropyl)(phenethyl)carbamate